IC1=C(CCC2=NC=3N(C(N(C(C3N2C(C)C)=O)CC#C)=O)CCCCP(OCC)(OCC)=O)C=CC=C1 Diethyl (4-(8-(2-iodophenethyl)-7-isopropyl-2,6-dioxo-1-(prop-2-yn-1-yl)-1,2,6,7-tetra-hydro-3H-purin-3-yl)butyl)phosphonate